Racemic-6-(3-(2-(1-(3-bromo-4-fluorophenyl)propoxy)acetyl)-3,8-diazabicyclo[3.2.1]octan-8-yl)nicotinonitrile BrC=1C=C(C=CC1F)C(CC)OCC(=O)N1CC2CCC(C1)N2C2=NC=C(C#N)C=C2